5-fluoro-16-hydroxy-8-oxa-1,13,19-triazatetracyclo[11.6.1.02,7.017,20]icosa-2(7),3,5,15,17(20),18-hexaen-14-one FC=1C=CC=2N3N=CC=4C(=CC(N(CCCCOC2C1)C34)=O)O